2-methyl-4,6-diamino-1,3,5-triazine CC1=NC(=NC(=N1)N)N